CC(CCC1C(CCC1)=O)CCCC(CC)C (3,7-dimethylnonyl)cyclopentanone